CC1(COCCN1CC1NCC(N(C1)C(=O)[O-])C)C 5-((3,3-dimethylmorpholino)methyl)-2-methylpiperazine-1-carboxylate